(RS)-5-trifluoromethyl-pyridine-2-carboxylic acid (4-morpholin-2-yl-phenyl)-amide hydrochloride Cl.N1C[C@H](OCC1)C1=CC=C(C=C1)NC(=O)C1=NC=C(C=C1)C(F)(F)F |r|